[N+](=O)([O-])C12C=CC(C3C(NC(C13)=O)=O)O2 7-nitro-3a,4,7,7a-tetrahydro-1H-4,7-epoxyisoindole-1,3(2H)-dione